C(C)(C)(C)[S@](=O)\N=C\[C@@H]1CN(CC1)C(=O)OC(C)(C)C tert-Butyl (S)-3-((E)-(((S)-tert-butylsulfinyl)imino)methyl)pyrrolidine-1-carboxylate